tert-butyl ((1r,4r)-4-((1R,2S)-2-aminocyclopropyl)cyclohexyl)carbamate N[C@@H]1[C@H](C1)C1CCC(CC1)NC(OC(C)(C)C)=O